[Br-].CN1C=NC=C1 N-methylimidazole bromide salt